C(CCCCCCCCCCCCCCC)PCCCPCCCCCCCCCCCCCCCC 1,3-bis(hexadecylphosphino)propane